CO[C@@H]1C[C@@H]2[C@H](CS(SC2)(=O)=O)C[C@H]1OC (4aR,6R,7R,8aR)-6,7-Dimethoxyoctahydrobenzo[d][1,2]dithiine 2,2-dioxide